tert-butyl(dimethyl)((cis-3-((2,4,6-trifluorobenzyl)oxy)cyclobutyl)oxy)silane C(C)(C)(C)[Si](O[C@@H]1C[C@@H](C1)OCC1=C(C=C(C=C1F)F)F)(C)C